6-(2-hydroxy-2-(6-(trifluoromethyl)pyridin-2-yl)acetyl)-2-(1-phenylcyclopropyl)-5,6,7,8-tetrahydropyrido[4,3-d]pyrimidin-4(3H)-one OC(C(=O)N1CC2=C(N=C(NC2=O)C2(CC2)C2=CC=CC=C2)CC1)C1=NC(=CC=C1)C(F)(F)F